(S)-4-(4'-(((trans)-2-aminocyclopropoxy)methyl)-[1,1'-biphenyl]-4-yl)-2-(2-((S)-1-hydroxyethyl)-1H-imidazol-1-yl)but-3-yn-1-ol N[C@H]1[C@@H](C1)OCC1=CC=C(C=C1)C1=CC=C(C=C1)C#C[C@@H](CO)N1C(=NC=C1)[C@H](C)O